NC=1C=CC(=C(C1)C1=NC=C(C(=N1)C#N)F)C 2-(5-Amino-2-methyl-phenyl)-5-fluoro-pyrimidine-4-carbonitrile